2-(4-chlorophenyl)-4-(3-tetrahydrofurylmethyl)-thieno[2,3-d]pyridazine ClC1=CC=C(C=C1)C1=CC=2C(=CN=NC2CC2COCC2)S1